N,N-dimethyl-2-(4-vinylbenzyloxy)ethylamine CN(C)CCOCC1=CC=C(C=C1)C=C